ClC=1C(NN=CC1C1=C(C=CC(=C1)Cl)N1N=NC(=C1)Cl)=O 4-chloro-5-(5-chloro-2-(4-chloro-1H-1,2,3-triazol-1-yl)phenyl)pyridazin-3(2H)-one